O=C1CN(CCN1C1=CC(=NC=C1)[Sn](C)(C)C)C(=O)OC(C)(C)C tert-butyl 3-oxo-4-(2-trimethylstannyl-4-pyridyl)piperazine-1-carboxylate